ClC1=NC(=NC=C1C(F)(F)F)NC1=CC(=C(C=C1OC)C1CCN(CC1)C(=O)OC(C)(C)C)C tert-butyl 4-[4-[[4-chloro-5-(trifluoromethyl)pyrimidin-2-yl]amino]-5-methoxy-2-methyl-phenyl]piperidine-1-carboxylate